tert-hexyl-2-ethylhexanoate C(C)(C)(CCC)OC(C(CCCC)CC)=O